C1(=C(C=CC=C1)N1C(SCC1=O)=O)C 3-o-tolylthiazolidine-2,4-dione